FC(C1=NC=CC(=N1)NC(C(=O)O)CC)(F)F 2-((2-(trifluoromethyl)pyrimidin-4-yl)amino)butanoic acid